CC1C(C(CC1)=O)C(C)CCCC(C)C 3-methyl-2-(6-methylhept-2-yl)cyclopentan-1-one